BrCC=1C=C(N(N1)CC(F)F)C(=O)OCC ethyl 5-(bromomethyl)-2-(2,2-difluoroethyl)pyrazole-3-carboxylate